C(C)(=O)N1C(CC(C2=CC(=C(C=C12)F)N1N=C(N(C1=O)CC)CO)C(C)C)C1=C(C=CC=C1)C (1-Acetyl-7-fluoro-4-isopropyl-2-(o-tolyl)-1,2,3,4-tetrahydroquinolin-6-yl)-4-ethyl-3-(hydroxymethyl)-1H-1,2,4-triazol-5(4H)-one